[Si](C)(C)(C(C)(C)C)O[C@@H]1CC(N(C1)C(=O)OC(C)(C)C)C1=C(C(=CC(=C1)F)F)O tert-butyl (4R)-4-((tert-butyldimethylsilyl)oxy)-2-(3,5-difluoro-2-hydroxy phenyl)pyrrolidine-1-carboxylate